3-methyl-N-(2-methyl-3-(4,4,5,5-tetramethyl-1,3,2-dioxaborolan-2-yl)phenyl)but-2-enamide CC(=CC(=O)NC1=C(C(=CC=C1)B1OC(C(O1)(C)C)(C)C)C)C